N-(2-((2-methoxyethoxy)methoxy)-5-(1-oxo-6-(4-(2-oxooxazolidin-3-yl)phenyl)-3,4-dihydroisoquinolin-2(1H)-yl)phenyl)methanesulfonamide COCCOCOC1=C(C=C(C=C1)N1C(C2=CC=C(C=C2CC1)C1=CC=C(C=C1)N1C(OCC1)=O)=O)NS(=O)(=O)C